Cl.Cl.FC1=C(CN2CC3(CCC2)CCNCC3)C=CC=C1 2-(2-Fluorobenzyl)-2,9-diazaspiro[5.5]undecane dihydrochloride